N-[[2-[6-(2,2-difluoro-1-methyl-cyclopropyl)-2-pyridinyl]-1,6-naphthyridin-7-yl]methyl]carbamic acid tert-butyl ester C(C)(C)(C)OC(NCC1=NC=C2C=CC(=NC2=C1)C1=NC(=CC=C1)C1(C(C1)(F)F)C)=O